2-[4-[(E)-3-(4-Hydroxy-3-nitrophenyl)prop-2-enoyl]phenoxy]-N,N-dimethylacetamide OC1=C(C=C(C=C1)/C=C/C(=O)C1=CC=C(OCC(=O)N(C)C)C=C1)[N+](=O)[O-]